C(C)(C)(C)OC(=O)N1CCC(CC1)NC1=CC=C(C=C1)Cl 4-(4-chloroanilino)piperidine-1-carboxylic acid tert-butyl ester